[Ni].[Fe].[Zn] zinc-iron-nickel